3-(((2-chloro-[1,1'-biphenyl]-4-yl)methyl)amino)-N-(3-((6-(2-methyl-1H-imidazol-1-yl)-1H-indazol-4-yl)amino)propyl)propanamide ClC1=C(C=CC(=C1)CNCCC(=O)NCCCNC1=C2C=NNC2=CC(=C1)N1C(=NC=C1)C)C1=CC=CC=C1